[(7S,9aR)-7-(4-chlorophenyl)-7-hydroxy-3,4,6,8,9,9a-hexahydro-1H-pyrido[1,2-a]pyrazin-2-yl]-[4-methyl-5-(1H-pyrazol-3-yl)pyridin-3-yl]methanone ClC1=CC=C(C=C1)[C@]1(CC[C@H]2N(CCN(C2)C(=O)C=2C=NC=C(C2C)C2=NNC=C2)C1)O